NC1(CC2CC2C1)C#N 3-aminobicyclo[3.1.0]hexane-3-carbonitrile